[4-[2-[5-(hydroxymethyl)isoxazol-3-yl]-3H-imidazo[4,5-b]pyridin-7-yl]-1-piperidyl]-[4-(trifluoromethoxy)phenyl]methanone OCC1=CC(=NO1)C1=NC=2C(=NC=CC2C2CCN(CC2)C(=O)C2=CC=C(C=C2)OC(F)(F)F)N1